3-(difluoromethyl)-4-nitro-1H-pyrazole FC(C1=NNC=C1[N+](=O)[O-])F